C1(CCCCCCC1)N=[N+]=[N-] Cyclooctyl azide